ClC1=C(C(=CC=C1)C(F)(F)F)COC=1C=NC(=NC1)N1C(O[C@@H](C1)CO)=O (5S)-3-(5-{[2-chloro-6-(trifluoromethyl)phenyl]methoxy}pyrimidin-2-yl)-5-(hydroxymethyl)-1,3-oxazolidin-2-one